C(CCCCCCC)N=C(O)C1=CC=C(C=2C(=CC=C(C12)C(=O)O)C(=O)O)C(O)=NCCCCCCCC N,N'-dioctylnaphthalene-1,4,5,8-tetracarboxylic acid diimide